N1-(1H-pyrrolo[3,2-c]pyridin-3-yl)-N2-(2-(4-(trifluoromethyl)-phenoxy)propyl)-oxalamide N1C=C(C=2C=NC=CC21)NC(C(=O)NCC(C)OC2=CC=C(C=C2)C(F)(F)F)=O